2-(6-{5-chloro-2-[(oxan-4-yl)amino]pyrimidin-4-yl}-1-oxo-2,3-dihydro-1H-isoindol-2-yl)-N-[(1S)-1-(3-ethoxy-5-fluorophenyl)-2-hydroxyethyl]acetamide ClC=1C(=NC(=NC1)NC1CCOCC1)C1=CC=C2CN(C(C2=C1)=O)CC(=O)N[C@H](CO)C1=CC(=CC(=C1)F)OCC